FC(C1=CC=C(C=C1)C=1C=NC(=C2C=CC=NC12)NC[C@]1(COCC1)O)F |r| racemic-3-(((8-(4-(difluoromethyl)phenyl)-1,6-naphthyridin-5-yl)amino)methyl)tetrahydrofuran-3-ol